methyl 3-(imidazo[1,2-a]pyridin-7-yl)-3-oxopropionate N=1C=CN2C1C=C(C=C2)C(CC(=O)OC)=O